CC(C(=O)O)OCCC.[F] fluorine 2-methyl-3-oxahexanoic acid